Di(t-butyl)di(dimethylamino)tin C(C)(C)(C)[Sn](N(C)C)(N(C)C)C(C)(C)C